S(=O)(=O)([O-])[O-].C[N+](C)(C)CCCNC(CCCCCCCCCCC)=O.C[N+](CCCNC(CCCCCCCCCCC)=O)(C)C methyl-(lauramidopropyl-dimethyl-ammonium) sulfate